ClC1=CC=C(C=C1)C1=NCC2=NN=C(N2C=2SC=3CC(CC3C12)C(=O)O)C 9-(4-chlorophenyl)-3-methyl-16-thia-2,4,5,8-tetraazatetracyclo-[8.6.0.02,6.011,15]hexadeca-1(10),3,5,8,11(15)-pentaene-13-carboxylic acid